tri(i-propyl)amine C(C)(C)N(C(C)C)C(C)C